FC=1C=C(C=CC1)C1CCC=2C1=NN(C2)C=2C=CC=NC2 5-(6-(3-fluorophenyl)-5,6-dihydrocyclopenta[c]pyrazol-2(4H)-yl)pyridine